3-benzyl-1-(trans-4-((5-cyanopyridin-2-yl)amino)cyclohexyl)-1-(6'-oxo-1',6'-dihydro-2,3'-bipyridin-5-yl)urea C(C1=CC=CC=C1)NC(N(C=1C=CC(=NC1)C1=CNC(C=C1)=O)[C@@H]1CC[C@H](CC1)NC1=NC=C(C=C1)C#N)=O